O=NC(=O)C1=CC(=NC2=CC=CC=C12)C1=CC=CC=C1 oxo-2-phenylquinoline-4-carboxamide